bis(cyclopentadienyl)bis[2,6-difluoro-3-(benzoylamino)phenyl]titanium C1(C=CC=C1)[Ti](C1=C(C(=CC=C1F)NC(C1=CC=CC=C1)=O)F)(C1=C(C(=CC=C1F)NC(C1=CC=CC=C1)=O)F)C1C=CC=C1